C(C)(C)(C)C(=O)N1C[C@H](CCC1)C(=O)O (S)-1-(tert-butylcarbonyl)piperidine-3-carboxylic acid